(4-chlorophenyl ethyl)-4-methylbenzenesulfonate ClC1=CC=C(C=C1)CCOS(=O)(=O)C1=CC=C(C=C1)C